C[C@H]1[C@H](CN(CC1)C(CC#N)=O)N(C=1C2=C(N=CN1)NC=C2)C (3R,4R)-4-methyl-3-(methyl-7H-pyrrolo[2,3-d]pyrimidin-4-ylamino)-β-oxo-1-piperidinepropionitrile